CC=1C(=C(N(N1)CC1OCCC1)C(=O)NC1=CC(=CC=C1)S(=O)(=O)C)C(F)(F)F 5-methyl-N-(3-methylsulfonylphenyl)-2-(oxolan-2-ylmethyl)-4-(trifluoromethyl)pyrazole-3-carboxamide